7-methoxy-2-(8-oxaspiro[2.5]octan-2-yl)-N-(2-pyridyl)imidazo[1,2-a]pyridine-6-carboxamide COC1=CC=2N(C=C1C(=O)NC1=NC=CC=C1)C=C(N2)C2CC21CCCCO1